C1C(CCC2=CC=CC=C12)N(C(CN)=O)C1=C(C(=O)NO)C=CC=C1 (N-(1,2,3,4-tetrahydronaphth-2-yl)glycinamido)-benzohydroxamic acid